COC=1N=CC(=NC1)C1=C(C=C2C=C(NC2=C1)CNC(C)=O)C(F)(F)F N-((6-(5-methoxypyrazin-2-yl)-5-(trifluoromethyl)-1H-indol-2-yl)methyl)acetamide